ethyl 6-(2-aminoethyl)-7-oxo-5H-pyrrolo[3,4-b]pyridine-2-carboxylate NCCN1C(C2=NC(=CC=C2C1)C(=O)OCC)=O